Tert-butyl (2S,4R)-2-[[tert-butyl(dimethyl)silyl]oxymeth-yl]-4-[2-(2-tetrahydropyran-2-yloxyethoxy)ethoxy]pyrrolidine-1-carboxylate [Si](C)(C)(C(C)(C)C)OC[C@H]1N(C[C@@H](C1)OCCOCCOC1OCCCC1)C(=O)OC(C)(C)C